tert-butyl [(R)-1-(5-bromo-2-pyrimidinyl)-3-piperidyl]carbamate BrC=1C=NC(=NC1)N1C[C@@H](CCC1)NC(OC(C)(C)C)=O